FC=1C(=NC=C(C1)F)CNC(=O)C1=C(N=C(S1)N1CCC(CC1)N1C[C@@H](CCC1)C)C(F)(F)F N-[(3,5-difluoropyridin-2-yl)methyl]-2-[(3R)-3-methyl[1,4'-bipiperidin]-1'-yl]-4-(trifluoromethyl)-1,3-thiazole-5-carboxamide